2'-acetyl-4-[(3,5-difluoropyridin-2-yl)methoxy]-5'-methoxy-6-methyl-[1,4'-bipyridin]-2-one C(C)(=O)C1=NC=C(C(=C1)N1C(C=C(C=C1C)OCC1=NC=C(C=C1F)F)=O)OC